CC(C)(C)OC(=O)NC(C1=CC(=CC=C1)C(F)(F)F)C(=O)O N-boc-2-(3-trifluoromethyl-phenyl)-DL-glycine